BrC=1C=C(C=C(C1)F)C1=CC(=CC(=N1)OC=1C=CC(=NC1)N1CCN(CC1)C(=O)OC(C)(C)C)C(=O)OC tert-Butyl 4-(5-((6-(3-bromo-5-fluorophenyl)-4-(methoxycarbonyl)pyridin-2-yl)oxy)pyridin-2-yl)piperazine-1-carboxylate